2-[(2R,5R)-5-[[bis(4-methoxyphenyl)-phenyl-methoxy]methyl]-2-(2,4-dioxopyrimidin-1-yl)-4-hydroxy-tetrahydrofuran-3-yl]oxy-N,N-didecyl-acetamide COC1=CC=C(C=C1)C(OC[C@@H]1C(C([C@@H](O1)N1C(NC(C=C1)=O)=O)OCC(=O)N(CCCCCCCCCC)CCCCCCCCCC)O)(C1=CC=CC=C1)C1=CC=C(C=C1)OC